2-chloro-6-methoxy-3,4-dihydronaphthalen ClC1=CC2=CC=C(C=C2CC1)OC